COC=1C=C2C=3CCCCC3N(C2=CC1)CC1=C(C(=O)OC)C=CC=C1 methyl 2-[(6-methoxy-2,3,4,9-tetrahydro-1H-carbazol-9-yl)methyl]benzoate